ClC1=CC=C(C=C1)C1=NN=C(O1)N=C(SC)SC Dimethyl (5-(4-chlorophenyl)-1,3,4-oxadiazol-2-yl)carbonimidodithioate